C1(=O)OC[C@@H]2CCCC[C@@H]12 trans-hexahydrophthalide